ClC=1C=CC=C2C=C(NC12)C(=O)N1C(CN(CC1)C)C(=O)O 1-(7-Chloro-1H-indole-2-carbonyl)-4-methylpiperazine-2-carboxylic acid